O=[N+]1NNC=2C1=NC=CC2 3-oxo-1H,2H,3H-3λ5-[1,2,3]triazolo[5,4-b]pyridin-3-ylium